2-(diphenylphosphino)benzenesulfonyl fluoride C1(=CC=CC=C1)P(C1=C(C=CC=C1)S(=O)(=O)F)C1=CC=CC=C1